Ethyl 2-((2-carbamoyl-4-iodophenyl) amino)-2-oxoacetate C(N)(=O)C1=C(C=CC(=C1)I)NC(C(=O)OCC)=O